(S)-1-chloro-3-(5-(difluoromethyl)-1,3,4-thiadiazol-2-yl)-N-(1-methylcyclopropyl)-8-(3-methylpiperazin-1-yl)imidazo[1,5-a]pyridine-6-sulfonamide formate C(=O)O.ClC=1N=C(N2C1C(=CC(=C2)S(=O)(=O)NC2(CC2)C)N2C[C@@H](NCC2)C)C=2SC(=NN2)C(F)F